CC1=CC=C(C=C1)[I+]C1=CC=C(C=C1)CC(C)C 4-methylphenyl-(4-(2-methylpropyl)phenyl)iodonium